[N+](=O)([O-])C(COC1=CC=C(C=C1)[N+](=O)[O-])C 2,4-dinitropropoxybenzene